BrC1=C(C=C(C(=C1)F)[N+](=O)[O-])C 1-bromo-5-fluoro-2-methyl-4-nitrobenzene